4-((1R,5S)-3,8-Diazabicyclo[3.2.1]octan-3-yl)-7-(8-ethynyl-7-fluoro-3-hydroxynaphthalen-1-yl)-8-fluoro-1-methylpyrido[4,3-d]pyrimidin-2(1H)-one bis(2,2,2-trifluoroacetate) FC(C(=O)O)(F)F.FC(C(=O)O)(F)F.[C@H]12CN(C[C@H](CC1)N2)C=2C1=C(N(C(N2)=O)C)C(=C(N=C1)C1=CC(=CC2=CC=C(C(=C12)C#C)F)O)F